diethyl (2,6-difluorobenzyl)phosphonate FC1=C(CP(OCC)(OCC)=O)C(=CC=C1)F